C(C)(C)(C)OC(=O)NC=1SC2=C(N1)C(=CC=C2F)C2=C(C(=C1C(=NC=NC1=C2F)N2CCN(CC2)C(=O)OC(C)(C)C)OC)Cl tert-butyl 4-[7-[2-(tert-butoxycarbonylamino)-7-fluoro-1,3-benzothiazol-4-yl]-6-chloro-8-fluoro-5-methoxy-quinazolin-4-yl]piperazine-1-carboxylate